C1(CC1)C=1N=NN(C1)[C@H](C(=O)N1[C@@H](C[C@H](C1)O)C(=O)NCC1=NC(=CC=C1)C(C)(F)F)C(C)(C)C (2S,4R)-1-[(2S)-2-(4-cyclopropyltriazol-1-yl)-3,3-dimethyl-butanoyl]-N-[[6-(1,1-difluoroethyl)-2-pyridyl]methyl]-4-hydroxy-pyrrolidine-2-carboxamide